FC(C1=CC(=CS1)C=1CCN(CC1)C(=O)[O-])(F)F 4-(5-(trifluoromethyl) thiophen-3-yl)-3,6-dihydropyridine-1(2H)-carboxylate